O[C@@H](CNC(=O)C1CNCCC1)C1=CC=CC=C1 piperidine-3-carboxylic acid ((R)-2-hydroxy-2-phenyl-ethyl)-amide